2-((2R,5S)-1-(bis(4-fluorophenyl)methyl)-4-(8-cyclopropylthiazolo[4,5-e][1,2,4]triazolo[4,3-a]pyrimidin-4-yl)-5-methylpiperazin-2-yl)acetonitrile FC1=CC=C(C=C1)C(N1[C@@H](CN([C@H](C1)C)C1=NC=2N(C3=C1N=CS3)C(=NN2)C2CC2)CC#N)C2=CC=C(C=C2)F